1-(2,2,2-Trifluoroethyl)-1H-indazole-3-carboxylic acid FC(CN1N=C(C2=CC=CC=C12)C(=O)O)(F)F